2-methyl-6-(4-methylpiperazin-1-yl)-N-{(1R)-1-[2-methyl-3-(trifluoromethyl)phenyl]ethyl}pyrido[2,3-d]pyrimidin-4-amine CC=1N=C(C2=C(N1)N=CC(=C2)N2CCN(CC2)C)N[C@H](C)C2=C(C(=CC=C2)C(F)(F)F)C